7-bromo-6,8-difluoro-[1,2,4]triazolo[1,5-a]pyridin-2-amine BrC1=C(C=2N(C=C1F)N=C(N2)N)F